6-(4-(7,7-dimethyl-5-(3,4,5-trifluorophenyl)-6,7-dihydro-5H-pyrrolo[2,3-b]pyrazine-2-carbonyl)-3,3-dimethylpiperazin-1-yl)-2,4-dimethylnicotinic acid methyl ester COC(C1=C(N=C(C=C1C)N1CC(N(CC1)C(=O)C=1N=C2C(=NC1)N(CC2(C)C)C2=CC(=C(C(=C2)F)F)F)(C)C)C)=O